C(C)(C)(C)OC(=O)N[C@H](CN(C1(CCC1)C(=O)OC)C)CC1=CC=C(C=C1)Cl methyl (S)-1-((2-((tert-butoxycarbonyl)amino)-3-(4-chlorophenyl)propyl)(methyl)amino)cyclobutane-1-carboxylate